2,2'-(4-(4-carboxybenzyl)-1,4,7,10-tetraazacyclododecane-1,7-diyl)diacetic acid C(=O)(O)C1=CC=C(CN2CCN(CCNCCN(CC2)CC(=O)O)CC(=O)O)C=C1